FC(C=1C=C(COC2=CC=C(C=C2)C2=NOC(=C2)[C@@H]([C@@](CN2N=NN=C2)(O)C2=C(C=C(C=C2)F)F)C)C=CC1)(F)F (2R,3R)-3-(3-(4-(3-trifluoromethylbenzyloxy)phenyl)isoxazol-5-yl)-2-(2,4-difluorophenyl)-1-(1H-tetrazol-1-yl)butan-2-ol